2,2-difluoro-3-hydroxypropyl 4-methylbenzenesulfonate CC1=CC=C(C=C1)S(=O)(=O)OCC(CO)(F)F